(2S)-1-[(13Z)-docos-13-en-1-yloxy]-3-(hexyl-oxy)-N,N-dimethylpropan-2-amine C(CCCCCCCCCCC\C=C/CCCCCCCC)OC[C@H](COCCCCCC)N(C)C